COC1=C(C=C(C=C1)C=1C=NNC1)S(=O)(=O)NC=1C=NC=2CCNC(C2C1)=O 2-Methoxy-N-(5-oxo-5,6,7,8-tetrahydro-1,6-naphthyridin-3-yl)-5-(1H-pyrazol-4-yl)benzenesulfonamide